N-(trans-4-((4-(4-chloro-1H-pyrazol-5-yl)-5-(trifluoromethyl)pyrimidin-2-yl)amino)cyclohexyl)-N-(5-(2-methoxypyrimidin-5-yl)pyrazin-2-yl)-2-phenoxyacetamide ClC=1C=NNC1C1=NC(=NC=C1C(F)(F)F)N[C@@H]1CC[C@H](CC1)N(C(COC1=CC=CC=C1)=O)C1=NC=C(N=C1)C=1C=NC(=NC1)OC